C1[C@H]([C@@H]([C@H]([C@@H]([C@H]1[NH3+])O[C@@H]2[C@@H]([C@H]([C@@H]([C@H](O2)CO)O)O)O)O)O)[NH3+] The molecule is an organic cation obtained by protonation of the two free amino groups of 2'-deamino-2'-hydroxyparomamine; major species at pH 7.3. It is an ammonium ion derivative and an organic cation. It is a conjugate acid of a 2'-deamino-2'-hydroxyparomamine.